2-Chloro-9-isopropylisoxazolo[5,4-H]quinazoline ClC1=NC2=C3C(=CC=C2C=N1)ON=C3C(C)C